C(N)(=N)C1=CC=C(OCCCCCOC=2N=CC(=NC2)C(N)=N)C=C1 5-((5-(4-carbamimidoylphenoxy)-pentyl)oxy)pyrazine-2-carboximidamide